N-((1r,4r)-4-(3,3-difluoroazetidin-1-yl)cyclohexyl)-5-(1H-imidazol-1-yl)-1H-pyrazolo[4,3-d]pyrimidine-7-carboxamide FC1(CN(C1)C1CCC(CC1)NC(=O)C=1C2=C(N=C(N1)N1C=NC=C1)C=NN2)F